NC1=C2C(=NC=N1)N(N=C2C2=NOC(=C2C2=NC=C(C=N2)C2CCN(CC2)C(=O)OCC(OC)OC)C2CC2)C2(CC2)C 2,2-dimethoxyethyl 4-[2-[3-[4-amino-1-(1-methylcyclopropyl)pyrazolo[3,4-d]pyrimidin-3-yl]-5-cyclopropyl-isoxazol-4-yl]pyrimidin-5-yl]piperidine-1-carboxylate